N4,N4'-Bis[4-[bis(3-methylphenyl)amino]phenyl]-N4,N4'-diphenyl-[1,1'-biphenyl]-4,4'-diamine CC1=CC(=CC=C1)N(C2=CC=C(C=C2)N(C3=CC=CC=C3)C4=CC=C(C=C4)C5=CC=C(C=C5)N(C6=CC=CC=C6)C7=CC=C(C=C7)N(C8=CC=CC(=C8)C)C9=CC=CC(=C9)C)C1=CC=CC(=C1)C